(E)-1-(2-methoxyphenyl)-3-(3,5,6-trimethylpyrazin-2-yl)-2-propen-1-one COC1=C(C=CC=C1)C(\C=C\C1=NC(=C(N=C1C)C)C)=O